tin nonanoate C(CCCCCCCC)(=O)[O-].[Sn+4].C(CCCCCCCC)(=O)[O-].C(CCCCCCCC)(=O)[O-].C(CCCCCCCC)(=O)[O-]